13-Chloro-5-fluoro-14-hydroxy-19-methoxy-8-methyl-16,16-dioxo-9-oxa-16λ6-thia-4,17-diazatetracyclo[16.3.1.111,15.02,7]tricosa-1(21),2,4,6,11(23),12,14,18(22),19-nonaen-10-one ClC1=CC=2C(OC(C3=CC(=NC=C3C3=CC=C(C(NS(C(=C1O)C2)(=O)=O)=C3)OC)F)C)=O